C=C(C(=O)OCCO)CC(N[C@@H](C)C1=NC=C(C=C1)C(F)(F)F)=O 2-hydroxyethyl (S)-2-methylene-4-oxo-4-((1-(5-(trifluoromethyl)pyridin-2-yl)ethyl)amino)butanoate